ClC=1C(=NC(=NC1)SC)C(=O)N[C@@H](CO)C1=CC=CC=C1 5-chloro-N-[(1R)-2-hydroxy-1-phenylethyl]-2-(methylsulfanyl)pyrimidine-4-carboxamide